1,2-di(Diphenylphosphino)ethane palladium dichloride [Pd](Cl)Cl.C1(=CC=CC=C1)P(CCP(C1=CC=CC=C1)C1=CC=CC=C1)C1=CC=CC=C1